C/C=C/CO (E)-3-methylpropan-2-en-1-ol